1-(2-Bromoethyl)cyclopropanol BrCCC1(CC1)O